3-(3-((diethoxyphosphoryl)difluoromethyl)phenyl)but-2-enoic acid C(C)OP(=O)(OCC)C(C=1C=C(C=CC1)C(=CC(=O)O)C)(F)F